NC1=NC=CC2=C1N=C(N=C2)C=2C=C(C=CC2)C#C[C@@]2(C(N(CC2)C)=O)O (S)-3-[2-[3-(8-Aminopyrido[3,4-d]pyrimidin-2-yl)phenyl]ethynyl]-3-hydroxy-1-methyl-pyrrolidin-2-one